p-tolyl-(5-(p-tolyl)oxazol-2-yl)methanone C1(=CC=C(C=C1)C(=O)C=1OC(=CN1)C1=CC=C(C=C1)C)C